tert-butyl 3-(2-((3-(6-(benzyloxy)-2-hydroxypyridin-3-yl)-1-methyl-1H-indazol-6-yl)amino)ethyl)piperidine-1-carboxylate C(C1=CC=CC=C1)OC1=CC=C(C(=N1)O)C1=NN(C2=CC(=CC=C12)NCCC1CN(CCC1)C(=O)OC(C)(C)C)C